ClC=1C=C(C=C(C1OC1=NC=C(C=C1Cl)C(Cl)(Cl)Cl)Cl)NC(=O)NC(C1=C(C=CC=C1F)F)=O 3,5-dichloro-4-(3-chloro-5-trichloromethyl-2-pyridyloxy)phenyl-3-(2,6-difluorobenzoyl)urea